tert-butyl (2R,3S,4S)-4-[(tert-butoxycarbonyl)oxy]-3-[({2-[2-(diethylamino)ethoxy]ethyl}carbamoyl)oxy]-2-[(4-methoxyphenyl)methyl]pyrrolidine-1-carboxylate C(C)(C)(C)OC(=O)O[C@@H]1[C@H]([C@H](N(C1)C(=O)OC(C)(C)C)CC1=CC=C(C=C1)OC)OC(NCCOCCN(CC)CC)=O